COC1=CC(=CC2=C1N(C(=N2)C=2N1CCN(C3=CC=CC(C2)=C13)C(=O)OC(C)(C)C)C)C(=O)OC tert-butyl 2-(7-methoxy-5-methoxycarbonyl-1-methyl-benzoimidazol-2-yl)-1,9-diazatricyclo[6.3.1.04,12]dodeca-2,4(12),5,7-tetraene-9-carboxylate